CC1CC(C(CC1)CO)CO 4-methyl-1,2-cyclohexanedimethanol